The molecule is an organophosphonate oxoanion that is the conjugate base of hydroxymethylphosphonic acid, obtained by deprotonation of one of the phosphonate OH groups. It is a conjugate base of a hydroxymethylphosphonic acid. C(O)P(=O)(O)[O-]